ClC=1C=C(C=C(C1OC1=NNC(C(=C1)C(C)(C)F)=O)Cl)N1N=C(C(NC1=O)=O)C#N 3,5-Dichloro-4-((5-(2-fluoropropan-2-yl)-6-oxo-1,6-dihydropyridazin-3-yl)oxy)Phenyl-3,5-dioxo-2,3,4,5-tetrahydro-1,2,4-triazine-6-carbonitrile